N-hydroxy-6-((2-oxo-2H-chromen-4-yl)oxy)hexanamide ONC(CCCCCOC1=CC(OC2=CC=CC=C12)=O)=O